m-bis(3-bromopropyl)benzene phenyl-(3-(1,4-diazabicyclo[3.2.1]octan-4-ylmethyl)-5-chloro-4-methylphenyl)carbamate C1(=CC=CC=C1)N(C(O)=O)C1=CC(=C(C(=C1)Cl)C)CN1CCN2CCC1C2.BrCCCC2=CC(=CC=C2)CCCBr